N1=C(C=NC=C1)S(=O)(=O)C1=CC=C(C(=O)O)C=C1 4-(pyrazin-2-ylsulfonyl)benzoic acid